5-(4-bromophenoxy)thiazole tert-Butyl-3-(4-hydroxy-7-(1,2,4-thiadiazol-5-yl)benzo[d]oxazol-2-yl)-3,8-diazabicyclo[3.2.1]octane-8-carboxylate C(C)(C)(C)OC(=O)N1C2CN(CC1CC2)C=2OC1=C(N2)C(=CC=C1C1=NC=NS1)O.BrC1=CC=C(OC2=CN=CS2)C=C1